CC=1C=C(C=CC1O)CC(C)C1=CC=C(C=C1)O 3-methyl-4-hydroxyphenyl-2-(4-hydroxyphenyl)propane